C(CC=C)N(CCC=C)CCCSC(C1=CC=CC=C1)(C1=CC=CC=C1)C1=CC=CC=C1 N-but-3-enyl-N-(3-tritylsulfanylpropyl)but-3-en-1-amine